(R)-N-(2,2-difluoro-[1,3]dioxolo[4,5-b]thiazolo[4,5-e]pyridin-6-yl)-2-hydroxypropanamide FC1(OC=2C(=NC3=C(C2)N=C(S3)NC([C@@H](C)O)=O)O1)F